ClC=1C(=CC2=C(N(C(=N2)C)C)C1F)I 6-chloro-7-fluoro-5-iodo-1,2-dimethyl-1,3-benzodiazole